(1R,3aS,3bS,7S,9aR,9bS,11aR)-1-[(2R,5R)-5-ethyl-6-methylheptan-2-yl]-9a,11a-dimethyl-1H,2H,3H,3aH,3bH,4H,6H,7H,8H,9H,9bH,10H,11H-cyclopenta[a]phenanthren-7-yl 4-nitrophenyl carbonate C(O[C@H]1CC[C@@]2([C@H]3CC[C@]4([C@H]([C@@H]3CC=C2C1)CC[C@@H]4[C@H](C)CC[C@H](C(C)C)CC)C)C)(OC4=CC=C(C=C4)[N+](=O)[O-])=O